tris[2-tert-butyl-4-(3-tert-butyl-4-hydroxy-5-methylphenylthio)-5-methylphenyl] phosphate P(=O)(OC1=C(C=C(C(=C1)C)SC1=CC(=C(C(=C1)C)O)C(C)(C)C)C(C)(C)C)(OC1=C(C=C(C(=C1)C)SC1=CC(=C(C(=C1)C)O)C(C)(C)C)C(C)(C)C)OC1=C(C=C(C(=C1)C)SC1=CC(=C(C(=C1)C)O)C(C)(C)C)C(C)(C)C